(R)-(5-Fluoropyridin-3-yl)(4-(3-phenylpropyl)-7-azabicyclo[2.2.1]heptan-1-yl)methanol hydrochloride Cl.FC=1C=C(C=NC1)[C@@H](O)C12CCC(CC1)(N2)CCCC2=CC=CC=C2